(1r,4r)-4-((2-(2,6-dioxopiperidin-3-yl)-1-oxoisoindol-4-yl)amino)-N-methylcyclohexane-1-carboxamide O=C1NC(CCC1N1C(C2=CC=CC(=C2C1)NC1CCC(CC1)C(=O)NC)=O)=O